2,4-diethylcyclobutane-1,3-diol C(C)C1C(C(C1O)CC)O